rac-(R)-3-(6-(piperidin-4-yloxy)pyridin-3-yl)piperidine-2,6-dione N1CCC(CC1)OC1=CC=C(C=N1)[C@@H]1C(NC(CC1)=O)=O |r|